N[C@H](CC([C@H](CC1=CC=CC=C1)NC(COC1=C(C=CC=C1C)C)=O)O)CC1=CC=CC=C1 N-((2S,4S,5S)-5-amino-3-hydroxy-1,6-diphenylhexan-2-yl)-2-(2,6-dimethylphenoxy)acetamide